3-pentyl-1-octyn-3-ol C(CCCC)C(C#C)(CCCCC)O